ClC=1C=C2C(=NC=NC2=C(C1C1=C(C(=CC=C1O)F)F)F)N1CCN(CC1)C(C=C)=O 1-(4-(6-chloro-7-(2,3-difluoro-6-hydroxyphenyl)-8-fluoroquinazolin-4-yl)piperazin-1-yl)prop-2-en-1-one